Cl.CNC(C1=CC=C(C=C1)O)C(=O)O methyl-4-hydroxyphenylglycine hydrochloride